FC(F)(F)SCBr bromomethyl (trifluoromethyl) sulfide